[N+](=O)([O-])C=1C=C(C(=O)O)C=CC1 3-nitroBenzoic acid